(R)-2-(2-((4-(((1,1,1,3,3,3-Hexafluoropropan-2-yl)oxy)carbonyl)piperazin-1-yl)methyl)-5-(trifluoromethyl)phenoxy)propanoic acid FC(C(C(F)(F)F)OC(=O)N1CCN(CC1)CC1=C(O[C@@H](C(=O)O)C)C=C(C=C1)C(F)(F)F)(F)F